3-(5-(4-((1-(4-((S)-6'-Hydroxy-3',4'-dihydro-1'H-spiro[cyclopentane-1,2'-naphthalen]-1'-yl)phenyl)piperidin-4-yl)methyl)piperazin-1-yl)-1-oxoisoindolin-2-yl)piperidine-2,6-dione OC=1C=C2CCC3([C@H](C2=CC1)C1=CC=C(C=C1)N1CCC(CC1)CN1CCN(CC1)C=1C=C2CN(C(C2=CC1)=O)C1C(NC(CC1)=O)=O)CCCC3